6-((1S,5S)-(2-methyl-2,6-diazabicyclo[3.2.0]heptan-6-yl)pyridin-3-yl)-1,3-dihydro-2H-imidazo[4,5-c]quinolin-2-one CN1[C@H]2CN([C@H]2CC1)C1=NC=CC=C1C1=CC=CC=2C3=C(C=NC12)NC(N3)=O